C(C)(C)(C)OC(=O)N1CCN(CC1)C1=CC2=CC=CC(=C2C=C1)Cl.ClC1=CC=C(C=C1)C1N=CC=CN1CCCCCCC(C)N1C2CNC(C1)(CC2)C=O (5-{[2-(4-chlorophenyl)pyrimidin-3-yl]oct-2-yl}-2,5-diazabicyclo[2.2.2]oct-yl)methanone tert-butyl-4-(5-chloronaphthalen-2-yl)piperazine-1-carboxylate